2-(5-Bromooxazolo[4,5-b]pyridin-2-yl)-3,5-dihydro-1H-pyrrolo[3,4-c]pyridin-6-one BrC1=CC=C2C(=N1)N=C(O2)N2CC1=CNC(C=C1C2)=O